O[C@@H]([C@@H](CC1=CC=CC=C1)NC(=O)C=1C=NN(C1)CC1=C(C=C(C(=C1)F)F)F)C(NCC=1SC=CN1)=O N-((2r,3s)-3-hydroxy-4-oxo-1-phenyl-4-((thiazol-2-ylmethyl)amino)butan-2-yl)-1-(2,4,5-trifluorobenzyl)-1H-pyrazole-4-carboxamide